4-(2-chloro-3-isopropyl-6-methoxy-1H-indol-5-yl)-5,6-dihydropyridine-1(2H)-carboxylic acid tert-butyl ester C(C)(C)(C)OC(=O)N1CC=C(CC1)C=1C=C2C(=C(NC2=CC1OC)Cl)C(C)C